COC1=C(C=CC(=C1)OC)C(C(=O)NCCC1=CC=NC=C1)NCCC1CCNCC1 2-(2,4-dimethoxyphenyl)-2-[(2-piperidine-4-ylethyl)amino]-N-(2-pyridine-4-ylethyl)acetamid